(2R)-2-(4-chloro-6-oxo-pyridazin-1-yl)-N-methyl-N-[4-methyl-3-[2-(2-pyridyl)ethylsulfamoyl]phenyl]propanamide ClC=1C=NN(C(C1)=O)[C@@H](C(=O)N(C1=CC(=C(C=C1)C)S(NCCC1=NC=CC=C1)(=O)=O)C)C